FC(C(=O)O)(F)F.[C@@H]12CNCC[C@H]2OC1=O |r| Rac-(1S,6R)-7-oxa-3-azabicyclo[4.2.0]octan-8-one trifluoroacetate salt